N(=C=O)C1=C(SC=C1C)C 3-isocyanato-2,4-dimethylthiophene